BrC1=NNC2=C1C=NC(=C2)Br 3,6-Dibromo-1H-pyrazolo[4,3-c]pyridine